O1CC(C1)N1N=C(C(=C1)B1OC(C(O1)(C)C)(C)C)C1=CC=CC=C1 1-(oxetan-3-yl)-3-phenyl-4-(4,4,5,5-tetramethyl-1,3,2-dioxaborolan-2-yl)-1H-pyrazole